1-hydroxycyclopropane OC1CC1